4-(5-cyano-2-methoxyphenyl)-6-methyl-N-(6-(2-oxopiperidin-1-yl)thiazolo[4,5-b]pyrazin-2-yl)nicotinamide C(#N)C=1C=CC(=C(C1)C1=CC(=NC=C1C(=O)NC=1SC=2C(=NC=C(N2)N2C(CCCC2)=O)N1)C)OC